3-methacryloyloxypropyltris(trimethylsiloxy)silane C(C(=C)C)(=O)OCCC[Si](O[Si](C)(C)C)(O[Si](C)(C)C)O[Si](C)(C)C